FC1=CC=C(C=C1)C1=NC(=NC(=C1O)C(C)C)O 4-(4-fluorophenyl)-2,5-dihydroxy-6-isopropyl-pyrimidine